O1CC(C(CC1)O)O tetrahydro-2H-pyran-3,4-diol